BrC(C(F)(F)F)CCCCCC Bromo-1,1,1-trifluorooctane